O1C(=CC=C1)CNC=1C2=C(N=CC1)NN=C2 N-(furan-2-ylmethyl)-1H-pyrazolo[3,4-b]pyridin-4-amine